NC1=CC(=C(C=C1)C(\C=C\C1=CC=C(C=C1)OCC)=O)O (E)-1-(4-Amino-2-hydroxyphenyl)-3-(4-ethoxyphenyl)prop-2-en-1-one